1,6-diaza-1-(4-bromobutyl)bicyclo[4.4.0]decan-1-ium bromide [Br-].BrCCCC[N+]12CCCCN2CCCC1